(rac)-(R)-2,2,2-trifluoroethyl N-(4-5H,6H,7H,8H-imidazo[1,5-a]pyridine-8-ylphenyl)carbamate C=1N=CN2C1[C@H](CCC2)C2=CC=C(C=C2)NC(OCC(F)(F)F)=O |r|